2,2'-([1,1'-biphenyl]-4,4'-diyl)dipropanal C1(=CC=C(C=C1)C(C=O)C)C1=CC=C(C=C1)C(C=O)C